N,N-dimethyl-1-(8-nitro-2,3-dihydrobenzo[b][1,4]dioxin-5-yl)piperidin-4-amine CN(C1CCN(CC1)C1=CC=C(C=2OCCOC21)[N+](=O)[O-])C